FC(F)F.FC(F)F.[K] potassium bis(trifluoromethane)